tert-Butyl (S)-4-(6-methoxy-4-(2-oxo-3-(piperidin-4-yl)oxazolidin-5-yl)quinolin-2-yl)piperidine-1-carboxylate COC=1C=C2C(=CC(=NC2=CC1)C1CCN(CC1)C(=O)OC(C)(C)C)[C@H]1CN(C(O1)=O)C1CCNCC1